C(CCC)(=S)[C@@]1([C@H](O)[C@H](O)[C@@H](CO)O1)N1C=NC=2C(N)=NC=NC12 thiobutyroyladenosine